(pentamethylcyclopentadienyl)(1-isobutyl-3,6,7,8-tetrahydro-as-indacenyl)hafnium CC1=C(C(=C(C1(C)[Hf]C1=C(C2=C3CCCC3=CC=C2C1)CC(C)C)C)C)C